(R)-1-(2-hydroxyethyl)-6-methyl-4-(1-phenylethoxy)pyridin-2(1H)-one OCCN1C(C=C(C=C1C)O[C@H](C)C1=CC=CC=C1)=O